tert-butyl N-[(1R,2S,3S,5S)-2-fluoro-8-[5-(hydroxymethyl)-3-iodo-1-{[2-(trimethylsilyl)ethoxy] methyl}-1H-pyrazolo[3,4-b]pyrazin-6-yl]-8-azabicyclo[3.2.1]octan-3-yl]carbamate F[C@@H]1[C@H]2CC[C@@H](C[C@@H]1NC(OC(C)(C)C)=O)N2C2=C(N=C1C(=N2)N(N=C1I)COCC[Si](C)(C)C)CO